di(4-octyl-cyclohexyl)phosphinic acid C(CCCCCCC)C1CCC(CC1)P(O)(=O)C1CCC(CC1)CCCCCCCC